{[4-(6-iodo-2-chloro-8-fluoro-4-hydroxyquinazolin-7-yl)-3-cyanobenzo[b]thiophen-2-yl]amino}methane IC=1C=C2C(=NC(=NC2=C(C1C1=CC=CC=2SC(=C(C21)C#N)NC)F)Cl)O